C(C1=CC=CC=C1)NC(=O)C1=CN=C(S1)N1CCC(CC1)N1C[C@@H](CCC1)C N-benzyl-2-[(3R)-3-methyl-[1,4'-bipiperidin]-1'-yl]-1,3-thiazole-5-carboxamide